ClC=1SC(=C(N1)C)C(=O)N1CCOCC1 (2-chloro-4-methyl-thiazol-5-yl)-morpholin-4-yl-methanone